(1S,7S,8S)-2-(7-chloro-8-fluoro-2-((6'-methylenetetrahydrospiro[cyclopropane-1,1'-pyrrolizin]-7a'(5'H)-yl)methoxy)pyrido[4,3-d]pyrimidin-4-yl)-8-fluoro-5-oxa-2-azabicyclo[5.1.0]octane ClC1=C(C=2N=C(N=C(C2C=N1)N1[C@@H]2[C@H]([C@@H]2COCC1)F)OCC12CC(CN2CCC12CC2)=C)F